(3-Chloro-2,4-dimethyl-5,7-dihydropyrrolo[3,4-b]pyridin-6-yl)-[(3R)-1-(3-pyridyl)pyrrolidin-3-yl]methanon ClC=1C(=C2C(=NC1C)CN(C2)C(=O)[C@H]2CN(CC2)C=2C=NC=CC2)C